C(C)OC=1C=C(CN2C[C@@H](N(C[C@H]2C)C2=CC(N(C=3C=CC(=NC23)C#N)C)=O)C)C=CC1 8-((2S,5R)-4-(3-Ethoxybenzyl)-2,5-dimethylpiperazin-1-yl)-5-methyl-6-oxo-5,6-dihydro-1,5-naphthyridin-2-carbonitril